(Z)-2-(1-(4-((4-Chlorophenoxy)methyl)-2-methylbenzylidene)-5-fluoro-2-methyl-1H-inden-3-yl)acetic acid ClC1=CC=C(OCC2=CC(=C(\C=C/3\C(=C(C4=CC(=CC=C34)F)CC(=O)O)C)C=C2)C)C=C1